N=1C=CN2C1C=CC(=C2)C2=CNC=1N=C(N=CC12)N[C@@H]1CC[C@@H](CC1)OC(F)(F)F 5-(imidazo[1,2-a]pyridin-6-yl)-N-(cis-4-(trifluoromethoxy)cyclohexyl)-7H-pyrrolo[2,3-d]pyrimidin-2-amine